FC1=C(N(C(N=C1C)CC1=CC=CC=C1)CNCCN1CCCCC1)F difluorobenzyl-6-methyl-3-((2-(piperidin-1-yl)ethylamino)methyl)pyrimidin